THIOCHROMANE S1CCCC2=CC=CC=C12